O=C1NC(CCC1N1C(C2=CC=C(C=C2C1=O)N1CC2(CCC1)CCN(CC2)C(=O)[O-])=O)=O 2-(2-(2,6-dioxopiperidin-3-yl)-1,3-dioxoisoindolin-5-yl)-2,9-diazaspiro[5.5]Undecane-9-carboxylate